N-BOC-piperidone CC(C)(C)OC(=O)N1CCC(=O)CC1